(S)-3-((1H-pyrazolo[3,4-c]pyridin-1-yl)methyl)-3-methylcyclohexane-1-one N1(N=CC=2C1=CN=CC2)C[C@@]2(CC(CCC2)=O)C